phenylsulfonyl-(benzoyl)diazomethane C1(=CC=CC=C1)S(=O)(=O)C(=[N+]=[N-])C(C1=CC=CC=C1)=O